2-[2-(dimethylamino)ethoxy]-N-methyl-N-pentyl-acetamide CN(CCOCC(=O)N(CCCCC)C)C